C1(CCC1)C(C)OC1=C2CCC(C2=C(C=C1)SC(F)(F)F)=O 4-(1-cyclobutylethoxy)-7-(trifluoromethylthio)-2,3-dihydro-1H-inden-1-one